2-amino-2-(hydroxymethyl)propane-1,3-diol (R)-3-(5-chloro-6-(1-(oxazol-2-yl)ethoxy)-2-oxobenzo[d]oxazol-3(2H)-yl)propanoate ClC=1C(=CC2=C(N(C(O2)=O)[C@@H](C(=O)OCC(CO)(CO)N)C)C1)OC(C)C=1OC=CN1